C1(=CC=CC=C1)C1=CNC=2C=C(C=NC21)B(O)O 3-PHENYL-1H-PYRROLO[2,3-E]PYRIDINE-6-BORONIC ACID